(R)-1-(4-((4-((R)-2-acetoxy-3-(ethylsulfonyl)propoxy)-3,5-dichlorophenyl) sulfonyl) phenoxy)-3-chloropropan-2-yl acetate C(C)(=O)O[C@H](COC1=CC=C(C=C1)S(=O)(=O)C1=CC(=C(C(=C1)Cl)OC[C@H](CS(=O)(=O)CC)OC(C)=O)Cl)CCl